OC=1C=C(C(=O)C(=O)O)C=CC1 3-hydroxybenzoyl-carboxylic acid